S1C(=NC2=C1C=CC=C2)NC2=C(C=C(N=N2)N(C=2SC=C(N2)C(=O)O)C)C2CC2 2-({6-[(1,3-benzothiazol-2-yl)amino]-5-cyclopropylpyridazin-3-yl}(methyl)amino)-1,3-thiazole-4-carboxylic acid